N-(3-Cyano-propyl)-2-ethylsulfanyl-4-methyl-6-morpholin-4-yl-pyridine-3-carboxylic acid amide C(#N)CCCNC(=O)C=1C(=NC(=CC1C)N1CCOCC1)SCC